(R)-11-methoxy-1,2,3,5,6,7,12,12a-octahydropyrrolo[1',2':1,7]azepino[4,5-b]indole COC=1C=2C3=C(NC2C=CC1)CCN1[C@@H](C3)CCC1